C(\C=C\C1=CC(OC)=C(O)C=C1)O (E)-Coniferyl alcohol